BrC1=CC2=C(NC(O2)=O)C=C1 6-Bromobenzo[d]oxazol-2(3H)-one